2-((S)-3-chloro-2-methoxypropyl)-3-methylenepyrrolidine-2-carboxylic acid ethyl ester C(C)OC(=O)C1(NCCC1=C)C[C@@H](CCl)OC